O1C[C@@H](CC1)NN [(3R)-tetrahydrofuran-3-yl]hydrazine